C(C)(C)(C)OC(=O)N1CCC(=CC1)C=1C=CC2=C(NC(=N2)C2=CC(=C(C=C2)OC)OC)C1 4-(2-(3,4-Dimethoxyphenyl)-1H-benzo[d]imidazol-6-yl)-3,6-dihydropyridine-1(2H)-carboxylic acid tert-butyl ester